C(C)C(CSCCCCCCCCCCCN(CCO)CCCCCCCCCCCSCC(CCCC)CC)CCCC 2-(bis(11-((2-ethylhexyl)thio)undecyl)amino)ethan-1-ol